C(#N)C1=C(C=CC=C1)N1N=C(C=C1)C(=O)NC1CCC(CC1)O 1-(2-cyanophenyl)-N-(4-hydroxycyclohexyl)-1H-pyrazole-3-carboxamide